C(=C)CC(=O)O.C(=C)OC=C vinyl ether (vinyl acetate)